Hydroxyphenyl phenyl ketone C1(=CC=CC=C1)C(=O)C1=C(C=CC=C1)O